(6-chloro-4-(pyrrolidin-1-ylmethyl)-1H-pyrrolo[2,3-b]pyridin-1-yl)azetidine-1-carboxylic acid tert-butyl ester C(C)(C)(C)OC(=O)N1C(CC1)N1C=CC=2C1=NC(=CC2CN2CCCC2)Cl